3-[7,7-dimethyl-5-oxo-6H-pyrrolo[3,4-b]pyridin-2-yl]-1H-indole-7-carbonitrile CC1(NC(C=2C1=NC(=CC2)C2=CNC1=C(C=CC=C21)C#N)=O)C